methyl (S)-3-((R)-azepan-4-yl)-2-((S)-1-(4-chloro-1H-pyrazol-1-yl)propan-2-yl)-7-methyl-3,7,8,9-tetrahydro-6H-imidazo[4,5-f]quinoline-6-carboxylate N1CC[C@@H](CCC1)N1C(=NC2=C3CC[C@@H](N(C3=CC=C21)C(=O)OC)C)[C@H](CN2N=CC(=C2)Cl)C